C(C)(C)(C)C1=CC=C(C=C1)NC1C(CC(CC1)O)C 4-((4-(Tert-butyl)phenyl)amino)-3-methylcyclohexane-1-ol